FC1=CC(=C(OC2=C(N=CN=N2)N2CC3(C2)CCN(CC3)C(=O)OC(C)(C)C)C=C1)C1=CC=NN1C(C)C tert-butyl 2-(6-(4-fluoro-2-(1-isopropyl-1H-pyrazol-5-yl) phenoxy)-1,2,4-triazin-5-yl)-2,7-diazaspiro[3.5]nonane-7-carboxylate